FC=1C(=NC(=NC1)C=1N=C(C=2N(C1)C=CN2)CC2=CC(=C(C(=C2)F)C)F)O 5-Fluoro-2-(8-(3,5-difluoro-4-methylbenzyl)imidazo[1,2-a]pyrazin-6-yl)pyrimidin-4-ol